NCC1=CC(=C(C=C1)C=1N=C2SC3=C(N2C1)C=CC(=C3)C(=O)NCCCN3CCCCC3)F 2-(4-(aminomethyl)-2-fluorophenyl)-N-(3-(piperidin-1-yl)propyl)benzo[d]imidazo[2,1-b]thiazole-7-carboxamide